CC1=C(C=C(C=C1)C1N(CCOC1C(F)(F)F)C(=O)N)C1=CC(=NC(=C1)N1CCOCC1)C=1N(N=CC1)C 4-methyl-3-[2-(2-methylpyrazol-3-yl)-6-(morpholin-4-yl)pyridin-4-yl]phenyl-2-(trifluoromethyl)morpholine-4-carboxamide